N-(2,2-difluoroethyl)-4-methylpiperidin-4-amine FC(CNC1(CCNCC1)C)F